Cl.CC1=NC=C2N1C1=C(C(=NC2)C2=C(C=CC=C2)F)C=C(C=C1)Cl 1-methyl-8-chloro-6-(2-fluorophenyl)-4H-imidazo[1,5-a][1,4]-Benzodiazepine monohydrochloride